6-chloro-N-{3-[2-(4-chloro-3-fluorophenoxy)acetamido]bicyclo[1.1.1]pentan-1-yl}-4-methyl-3,4-dihydro-2H-1,4-benzoxazine-2-carboxamide ClC=1C=CC2=C(N(CC(O2)C(=O)NC23CC(C2)(C3)NC(COC3=CC(=C(C=C3)Cl)F)=O)C)C1